BrC1=CSC2=C1C(N(CC2)CC)=O 3-Bromo-5-ethyl-6,7-dihydrothieno[3,2-c]pyridin-4(5H)-one